N1(CCC[C@H]2CCCC[C@H]12)C([C@@H](CCO[Si](C1=CC=CC=C1)(C1=CC=CC=C1)C(C)(C)C)N(CC1=C(C=C(C=C1)OC)OC)C1CC1)=O (2R)-1-[(4aR,8aS)-3,4,4a,5,6,7,8,8a-Octahydro-2H-quinolin-1-yl]-4-[tert-butyl(diphenyl)silyl]oxy-2-[cyclopropyl-[(2,4-dimethoxyphenyl)methyl]amino]butan-1-one